ClC=1C=C(C=C(C1N1CCC(CC1)O)C#N)C(C)(C)C1=CC=C(OCC2=NC(=NC=C2)NS(=O)(=O)C)C=C1 N-[4-[[4-[1-[3-chloro-5-cyano-4-(4-hydroxy-1-piperidyl)phenyl]-1-methyl-ethyl]phenoxy]methyl]pyrimidin-2-yl]methanesulfonamide